(7,8-dichloro-4-(1H-pyrazol-4-yl)quinolin-2-ylamino)methylphosphonic acid ClC1=CC=C2C(=CC(=NC2=C1Cl)NCP(O)(O)=O)C=1C=NNC1